7-(4-bromophenyl-d4)-1-phenylnaphthalene BrC1=C(C(=C(C(=C1[2H])[2H])C1=CC=C2C=CC=C(C2=C1)C1=CC=CC=C1)[2H])[2H]